N[C@@H](CCC(=O)OC(C)(C)C)C(=O)NCCCN1C=2N(C3=CC=C(C=C3C1=O)F)C(NN2)=S tert-butyl (S)-4-amino-5-((3-(7-fluoro-5-oxo-1-thioxo-1,2-dihydro-[1,2,4]triazolo[4,3-a]quinazolin-4(5H)-yl)propyl)amino)-5-oxopentanoate